(Z)-8-ethyl-4-fluoro-8-hydroxy-6,9,12-tricarbonyl-1,2,6,8,9,11,12,14-octahydropyrano[3',4':6,7]indolizino[2,1-b]pyrrolo[3,2,1-ij]quinoline-1-carboxaldehyde O-methyloxime CO\N=C/C1CC=2C=C(C=C3C(C4=C(N1C23)CN2C(C3=C(C=C24)C(C(OC3)=C=O)(O)CC)=C=O)=C=O)F